(5E)-2-(4-benzyloxy-2-ethyl-5-methyl-pyrazol-3-yl)oxazol-5-formaldoxime C(C1=CC=CC=C1)OC1=C(N(N=C1C)CC)C=1OC(=CN1)C=NO